N-(1H-indol-3-yl)-3,3-dimethyl-2-oxo-1-((1-(thiophen-3-yl)pyrrol-3-yl)methyl)indoline-6-carboxamide N1C=C(C2=CC=CC=C12)NC(=O)C1=CC=C2C(C(N(C2=C1)CC1=CN(C=C1)C1=CSC=C1)=O)(C)C